tert-butyl (R)-3-(3-isothiocyanato-5-(trifluoromethyl)phenoxy)pyrrolidine-1-carboxylate N(=C=S)C=1C=C(O[C@H]2CN(CC2)C(=O)OC(C)(C)C)C=C(C1)C(F)(F)F